ZINC-INDIUM [In].[Zn]